F[C@H]1CC[C@H](CC1)C1=C(OC2(CC2)C(=O)NS(=O)(=O)C2=NC(=CC=C2)N2CC(C2)(C)O)C=C(C=C1)C 1-(2-(cis-4-fluorocyclohexyl)-5-methylphenoxy)-N-((6-(3-hydroxy-3-methylazetidin-1-yl)pyridin-2-yl)sulfonyl)cyclopropane-1-carboxamide